(1S,2S,5R)-methyl 1-(3-(4,4,5,5-tetramethyl-1,3,2-dioxaborolan-2-yl)propyl)-6-oxa-3-azabicyclo[3.2.0]heptane-2-carboxylate CC1(OB(OC1(C)C)CCC[C@]12[C@H](NC[C@@H]2OC1)C(=O)OC)C